(1-(4-(3-fluoro-5-(trifluoromethyl)benzyl)pyridin-2-yl)-1H-pyrazol-3-yl)(pyrrolidin-1-yl)methanone FC=1C=C(CC2=CC(=NC=C2)N2N=C(C=C2)C(=O)N2CCCC2)C=C(C1)C(F)(F)F